tert-butyl (S)-(1-(4-(2,4-difluorophenyl)piperazin-1-yl)-1-oxo-3-(piperidin-1-yl)propan-2-yl)carbamate FC1=C(C=CC(=C1)F)N1CCN(CC1)C([C@H](CN1CCCCC1)NC(OC(C)(C)C)=O)=O